(1R,2S,3R,5R)-3-[2-chloro-5-(thiophen-2-yl)pyrrolo[2,3-d]pyrimidin-7-yl]-5-[({3-[(2-phenylethyl)amino]propyl}(1H-pyrazol-4-yl)amino)methyl]cyclopentane-1,2-diol ClC=1N=CC2=C(N1)N(C=C2C=2SC=CC2)[C@H]2[C@@H]([C@@H]([C@H](C2)CN(C=2C=NNC2)CCCNCCC2=CC=CC=C2)O)O